N1N=CC(=C1)C1=CC=C(C=C1)NC=1C2=C(N=C(N1)C1=CC=C3C=C(NC3=C1)C(=O)N1CC(C1)(F)F)C=CS2 (6-(4-((4-(1H-pyrazol-4-yl)phenyl)amino)thieno[3,2-d]pyrimidin-2-yl)-1H-indol-2-yl)(3,3-difluoroazetidin-1-yl)methanone